4-(aminomethyl)-2-methoxy-N-(4-(4-(trifluoromethyl)piperidin-1-yl)phenyl)aniline NCC1=CC(=C(NC2=CC=C(C=C2)N2CCC(CC2)C(F)(F)F)C=C1)OC